methyl (2R,4S)-4-hydroxypyrrolidine-2-carboxylate O[C@H]1C[C@@H](NC1)C(=O)OC